2-(4-chloro-3-fluorophenoxy)-N-[(3S,6R)-6-{5-[2-(trifluoromethyl)ethoxy]-1,3,4-oxadiazol-2-yl}piperidin-3-yl]acetamide ClC1=C(C=C(OCC(=O)N[C@@H]2CN[C@H](CC2)C=2OC(=NN2)OCCC(F)(F)F)C=C1)F